5-(8-(Cyclopropylmethyl)-1,4-dioxaspiro[4.5]decan-8-yl)pent-1-yn-3-one oxime C1(CC1)CC1(CCC2(OCCO2)CC1)CCC(C#C)=NO